CC1N(P=NC1)C dimethylperhydro-1,3,2-diazaphospholine